FC1(CC2(C1)C[C@H](N(CC2)CC2=C1C=CN(C1=C(C=C2OC)C)C(=O)OC(C)(C)C)C2=C(C=C(C=C2)C(=O)OC)NCC2COC2)F tert-Butyl 4-{[(6S)-2,2-Difluoro-6-[4-(methoxycarbonyl)-2-[(oxetan-3-ylmethyl)amino]phenyl]-7-azaspiro[3.5]nonan-7-yl]methyl}-5-methoxy-7-methylindole-1-carboxylate